2-fluoro-4-({4-[(2R)-2-(hydroxymethyl)pyrrolidin-1-yl]pyrimidin-2-yl}amino)-N-(8-methylisoquinolin-1-yl)-N-[(3R)-piperidin-3-yl]benzamide FC1=C(C(=O)N([C@H]2CNCCC2)C2=NC=CC3=CC=CC(=C23)C)C=CC(=C1)NC1=NC=CC(=N1)N1[C@H](CCC1)CO